butyl iodide C(CCC)I